1-(2,2-difluoroethyl)-2'-(4-(pentafluoro-λ6-sulfaneyl)phenoxy)-[3,3'-bipyridin]-6(1H)-one FC(CN1C=C(C=CC1=O)C=1C(=NC=CC1)OC1=CC=C(C=C1)S(F)(F)(F)(F)F)F